2-CHLORO-1H-INDOLE-3-CARBALDEHYDE ClC=1NC2=CC=CC=C2C1C=O